C(CCCCC)C=1C=C2CNCC2=CC1 5-hexyl-isoindoline